[PH4+].BrC1=CC=C(C=C1)C=1C(=C(C(=CC1OC)OC)OS(=O)(=O)C(F)(F)F)OC (4-bromophenyl)(2,4,6-trimethoxyphenyl)trifluoromethanesulfonic acid phosphonium